2-methyl-N-(1-(tetrahydro-2H-pyran-4-yl)-1H-pyrazolo[3,4-d]pyrimidin-6-yl)-1,2,3,4-tetrahydroisoquinolin-7-amine CN1CC2=CC(=CC=C2CC1)NC1=NC=C2C(=N1)N(N=C2)C2CCOCC2